2-(((7,8-dichloro-4-(1H-imidazol-1-yl)quinolin-2-yl)amino)methyl)morpholine-4-carboxylic acid tert-butyl ester C(C)(C)(C)OC(=O)N1CC(OCC1)CNC1=NC2=C(C(=CC=C2C(=C1)N1C=NC=C1)Cl)Cl